6-fluoro-5-(4-fluoro-1-(2-fluoroethyl)-2-methyl-1H-benzo[d]imidazol-6-yl)-4-methoxy-N-(2-oxaspiro[3.5]nonan-7-yl)pyrrolo[2,1-f][1,2,4]triazin-2-amine FC=1C(=C2C(=NC(=NN2C1)NC1CCC2(COC2)CC1)OC)C=1C=C(C2=C(N(C(=N2)C)CCF)C1)F